NC1=NC=CC=C1C1=NC=2C(=NC=C(C2)C2=CC=CC=C2)N1C1=CC=C(CN2CCN(CC2)C(=O)C=2C=CC(=NC2)C#N)C=C1 5-(4-(4-(2-(2-aminopyridin-3-yl)-6-phenyl-3H-imidazo[4,5-b]pyridin-3-yl)benzyl)piperazine-1-carbonyl)picolinonitrile